tert-butyl ((1S)-(7-((((benzyloxy)carbonyl)amino)(cyclopropyl)methyl)imidazo[1,2-a]pyrimidin-2-yl)(4,4-difluorocyclohexyl)methyl)carbamate C(C1=CC=CC=C1)OC(=O)NC(C1=NC=2N(C=C1)C=C(N2)[C@H](C2CCC(CC2)(F)F)NC(OC(C)(C)C)=O)C2CC2